N-tert-butyl-4-[[2-(5-chloro-1H-indazol-6-yl)acetyl]amino]pyridine-2-carboxamide C(C)(C)(C)NC(=O)C1=NC=CC(=C1)NC(CC1=C(C=C2C=NNC2=C1)Cl)=O